COC(C1=CC(=C(C(=C1)Cl)O[Si](C)(C)C(C)(C)C)Cl)=O 4-(tert-butyldimethylsilyloxy)-3,5-dichloro-benzoic acid methyl ester